4-bromo-6-(chloromethyl)-1-(4-methoxybenzyl)-1H-benzo[d]imidazole BrC1=CC(=CC=2N(C=NC21)CC2=CC=C(C=C2)OC)CCl